3-Chlorobenzyl ((2S)-3-cyclohexyl-1-(((2S)-4-methyl-5-(methyl (phenethyl) amino)-1,5-dioxopentan-2-yl) amino)-1-oxopropan-2-yl)carbamate C1(CCCCC1)C[C@@H](C(=O)N[C@H](C=O)CC(C(=O)N(CCC1=CC=CC=C1)C)C)NC(OCC1=CC(=CC=C1)Cl)=O